2-(4-(5-chloro-2-cyanophenyl)-5-methoxy-2-oxopyridin-1(2H)-yl)-2-fluoro-N-(quinoxalin-6-yl)acetamide ClC=1C=CC(=C(C1)C1=CC(N(C=C1OC)C(C(=O)NC=1C=C2N=CC=NC2=CC1)F)=O)C#N